BrC=1C=C2C(=NC1)N(C(N2CC(CC)=O)=O)CC2=CC=C(C=C2)OC 6-bromo-3-(4-methoxybenzyl)-1-(2-oxobutyl)-1,3-dihydro-2H-imidazo[4,5-b]pyridin-2-one